methyl (R)-5-bromo-1-(1-(naphthalen-2-yl) ethyl)-1H-indazole-7-carboxylate BrC=1C=C2C=NN(C2=C(C1)C(=O)OC)[C@H](C)C1=CC2=CC=CC=C2C=C1